2-(cyclohexylmethyl)-N-(3-methylsulfonylphenyl)-4-(trifluoromethyl)pyrazole-3-carboxamide C1(CCCCC1)CN1N=CC(=C1C(=O)NC1=CC(=CC=C1)S(=O)(=O)C)C(F)(F)F